3,5-diamino-4-aminobenzoylaniline NC=1C=C(C(=O)NC2=CC=CC=C2)C=C(C1N)N